N-butyl-4-(sec-butylimino)-2-penten-2-amine C(CCC)NC(C)=CC(C)=NC(C)CC